C(C)C(COC(CCCCC(=O)OCC(CCCC)CC)=O)CCCC Bis-(2-ethylhexyl)adipate